C(C)(C)(C)OC(=O)NC(C(=O)O)C1C2CCC(C1)C2 2-(tert-butoxycarbonylamino)-2-norbornan-2-yl-acetic acid